(4S)-1-methyl-2-oxoimidazoline-4-carboxylic acid tert-butyl ester C(C)(C)(C)OC(=O)[C@H]1NC(N(C1)C)=O